C1(CCCCC1)CCC(=O)OC(CSCCCCCC(CCCCCSCC(CCCCCC)OC(CCC1CCCCC1)=O)NCCCCO[Si](C1=CC=CC=C1)(C1=CC=CC=C1)C(C)(C)C)CCCCCC ((6-((4-(tert-butyldiphenylsilyl-oxy)butyl)amino)undecane-1,11-diyl)bis(sulfanediyl))bis-(octane-1,2-diyl) bis(3-cyclohexyl-propanoate)